C(CCCCCCCCCCCCCCCCC)(=O)OCC(CO)(CO)CO pentaerythritol monostearate